[4-[2-[1-(2,2-difluoroethyl)-4-piperidyl]-3H-imidazo[4,5-b]pyridin-7-yl]-1-piperidyl]-[4-(trifluoromethoxy)phenyl]methanone FC(CN1CCC(CC1)C1=NC=2C(=NC=CC2C2CCN(CC2)C(=O)C2=CC=C(C=C2)OC(F)(F)F)N1)F